ClC1=C2C(=NC=C1)NC(=C2C=2C=CC(=C(C2)NC(C=C)=O)C)C=2C=NC(=CC2)N2CCN(CC2)C N-(5-(4-chloro-2-(6-(4-methylpiperazin-1-yl)pyridin-3-yl)-1H-pyrrolo[2,3-b]pyridin-3-yl)-2-methylphenyl)acrylamide